methyl (2S,5E)-6-(4-ethoxyphenyl)-2-[4,7,10-tris(2-tert-butoxy-2-oxoethyl)-1,4,7,10-tetraaza-cyclododecan-1-yl]hex-5-enoate C(C)OC1=CC=C(C=C1)/C=C/CC[C@@H](C(=O)OC)N1CCN(CCN(CCN(CC1)CC(OC(C)(C)C)=O)CC(OC(C)(C)C)=O)CC(=O)OC(C)(C)C